C(N)(=O)COC1=C(C=C(C(=O)O)C=C1)OC 4-(carbamoylmethoxy)-3-methoxybenzoic acid